C1(=CC(=CC=C1)C[C@]12C(O[C@H]([C@H](C1)Br)C2)=O)C2=CC=CC=C2 |o1:7,10,11| (1S*,4R*,6S*)-4-([1,1'-biphenyl]-3-ylmethyl)-6-bromo-2-oxabicyclo[2.2.1]heptan-3-one